ClC1=C(C=C(C=C1)B(O)O)C(F)(F)F 4-CHLORO-3-(TRIFLUOROMETHYL)PHENYLBORONIC ACID